CN(C)C1=C(C(=CC=C1)N(C)C)C1=CC=CC=C1 2',6'-bis(N,N-dimethylamino)-1,1'-biphenyl